N-(azetidin-3-yl)-4-chloro-6-(4-((6-methoxypyridin-3-yl)oxy)piperidin-1-yl)-5-methylpyrimidine-2-carboxamide N1CC(C1)NC(=O)C1=NC(=C(C(=N1)Cl)C)N1CCC(CC1)OC=1C=NC(=CC1)OC